BrC1=C(C=CC(=C1)F)C=1C(=NN(C1NC1=C(C=CC=C1)Br)C)C 4-(2-bromo-4-fluorophenyl)-N-(2-bromophenyl)-1,3-dimethyl-1H-pyrazole-5-amine